tert-butyl 4-[3-(3-tert-butoxy-3-oxo-propyl)-2-oxo-1H-benzimidazol-5-yl]piperidine-1-carboxylate C(C)(C)(C)OC(CCN1C(NC2=C1C=C(C=C2)C2CCN(CC2)C(=O)OC(C)(C)C)=O)=O